(S)-3-((S)-sec-butyl)-N-(1-(2-hydroxyethyl)-1H-pyrazol-3-yl)-2-oxo-1,2,3,5-tetrahydro-4H-benzo[e][1,4]diazepine-4-carboxamide [C@H](C)(CC)[C@@H]1N(CC2=C(NC1=O)C=CC=C2)C(=O)NC2=NN(C=C2)CCO